Cl.Cl.C(CCC)C1=NC=2C(=C(N=NC2N)OC(C)C)N1 2-butyl-7-isopropoxy-1H-imidazo[4,5-d]pyridazin-4-amine dihydrochloride